O=C1NC2=C(OC1)C=CC=N2 3-oxo-4H-pyrido[3,2-b][1,4]oxazin